C1(=CC=C(C=C1)C1=CC(=CC2=C1N=C(O2)C2=CC=C(C=C2)C2=CC=C(C=C2)C2=CC=CC=C2)C2=CC=C(C=C2)C2=CC=C(C=C2)C#N)C2=CC=CC=C2 4-(biphenyl-4-yl)-6-(4'-cyano-biphenyl-4-yl)-2-([1,1':4',1'']terphenyl-4-yl)-benzoxazole